N-(3,5-Dimethoxyphenyl)-3-(1-methylpyrazol-4-yl)-N-[(Z)-3-pyrimidin-2-ylprop-2-enyl]quinoxalin-6-amine COC=1C=C(C=C(C1)OC)N(C=1C=C2N=C(C=NC2=CC1)C=1C=NN(C1)C)C\C=C/C1=NC=CC=N1